N-(2-methylphenyl)-N'-1-methylpropyl-2-methyl-1,4-phenylenediamine CC1=C(C=CC=C1)NC1=C(C=C(C=C1)NC(CC)C)C